5-(4-chloro-phenylamino)-8-methyl-1,3-diphenyl-1H,8H-pyrimido[4,5-d]pyrimidine-2,4,7-trione ClC1=CC=C(C=C1)NC=1C2=C(N(C(N1)=O)C)N(C(N(C2=O)C2=CC=CC=C2)=O)C2=CC=CC=C2